2-((6-(4,4-Difluoropiperidin-1-yl)pyridin-3-yl)sulfonyl)-9-(3,3-dimethylbutyl)-2,9-diazaspiro[5.5]undecane FC1(CCN(CC1)C1=CC=C(C=N1)S(=O)(=O)N1CC2(CCC1)CCN(CC2)CCC(C)(C)C)F